5-(tert-butyl) 1-ethyl pyrazole-1,5-dicarboxylate N1(N=CC=C1C(=O)OC(C)(C)C)C(=O)OCC